C(C)NS(=O)(=O)C=1C=CC=CC1 3-(ethyl-sulfamoyl)benzene